12H-benzo[4,5]thieno[2,3-a]carbazole-7,8,9,10-d4 C1=CC=CC=2C=3C=CC4=C(C3NC12)SC1=C4C(=C(C(=C1[2H])[2H])[2H])[2H]